(S)-N-(6-fluoro-2,7-dimethyl-2H-indazol-5-yl)-4-(3-methylpiperazin-1-yl)-2,3-dihydro-1H-pyrrolo[2,3-b]pyridine-1-carboxamide 2,2,2-trifluoroacetate FC(C(=O)O)(F)F.FC=1C(=CC2=CN(N=C2C1C)C)NC(=O)N1CCC=2C1=NC=CC2N2C[C@@H](NCC2)C